methyl 2-[4-(6-chloro-3-fluoro-2-pyridyl)-3-fluoro-phenyl]acetate ClC1=CC=C(C(=N1)C1=C(C=C(C=C1)CC(=O)OC)F)F